N-(1-Benzylpiperidin-4-yl)propionamid C(C1=CC=CC=C1)N1CCC(CC1)NC(CC)=O